1-(Benzenesulfonyl)-4-[2-(difluoromethyl)-4-nitro-phenyl]pyrrolo[2,3-b]pyridine C1(=CC=CC=C1)S(=O)(=O)N1C=CC=2C1=NC=CC2C2=C(C=C(C=C2)[N+](=O)[O-])C(F)F